COC([C@@H](N)COC1=C(C=CC=C1)Cl)=O.OC1=C(C=C(C=C1C)C(C)(C)CC(C)(C)C)N1N=C2C(=N1)C=CC=C2 2-(2'-hydroxy-3'-methyl-5'-tert-octylphenyl)benzotriazole methyl-O-(2-chlorophenyl)-L-serinate